C1(=CC=C2C=CC3=CC=CC4=CC=C1C2=C34)C3=CC=C(C=C3)C=3C(=C(C=4C=2C=CC=C1C=CC=C(C5=CC=CC3C54)C12)C1=CC=C(C=C1)C1=CC=C2C=CC5=CC=CC4=CC=C1C2=C54)C5=CC=C(C=C5)C5=CC=C4C=CC2=CC=CC1=CC=C5C4=C21 tris[4-(pyrenyl)-phenyl]perylene